BrC(C)C1=C(C(=CC=C1)C)Cl 1-(1-bromoethyl)-2-chloro-3-methyl-benzene